1,2,3,4-tetramethyl-1,6-dihydropyrimidine CN1C(N(C(=CC1)C)C)C